di-t-butylphenyl 3,5-di-t-butyl-4-hydroxybenzoate C(C)(C)(C)C=1C=C(C(=O)OC2=C(C(=CC=C2)C(C)(C)C)C(C)(C)C)C=C(C1O)C(C)(C)C